S-Amphetamine C[C@@H](CC1=CC=CC=C1)N